N1(N=NN=C1)CC(=O)O tetrazole-1-acetic acid